5-((2-(dimethylamino)-5-isopropylpyridin-4-yl)oxy)pyrimidine-2,4-diamine CN(C1=NC=C(C(=C1)OC=1C(=NC(=NC1)N)N)C(C)C)C